(S)-4-(5-chloro-2-(isopropylamino)pyridin-4-yl)-N-(1-(3-chlorophenyl)-2-hydroxyethyl)-1H-pyrrole-2-carboxamide hydrochloride Cl.ClC=1C(=CC(=NC1)NC(C)C)C=1C=C(NC1)C(=O)N[C@H](CO)C1=CC(=CC=C1)Cl